FC1(CC(C1)N1N=CC=2C1=NC(=CN2)NC(C2=C(C=C(C=C2)SCCO)N2CCC1(CC1)CC2)=O)F N-(1-(3,3-difluorocyclobutyl)-1H-pyrazolo[3,4-b]pyrazin-6-yl)-4-((2-hydroxyethyl)thio)-2-(6-azaspiro[2.5]oct-6-yl)benzamide